4-(4,4-difluoro-1-piperidinyl)-2,2-dimethyl-piperidine-1-carboxylic acid tert-butyl ester C(C)(C)(C)OC(=O)N1C(CC(CC1)N1CCC(CC1)(F)F)(C)C